(E)-3-(3-Hydroxy-4-methylphenyl)-1-(2,4,6-trihydroxyphenyl)prop-2-en-1-one OC=1C=C(C=CC1C)/C=C/C(=O)C1=C(C=C(C=C1O)O)O